(S)-4-(4-(3-(tert-butoxy)-2-((1,3-dioxoisoindolin-2-yl)oxy)-3-oxopropoxy)-2-fluorophenyl)-1-(3-((tert-butoxycarbonyl)amino)propyl)-2-methyl-1H-pyrazol-2-ium iodide [I-].C(C)(C)(C)OC([C@H](COC1=CC(=C(C=C1)C=1C=[N+](N(C1)CCCNC(=O)OC(C)(C)C)C)F)ON1C(C2=CC=CC=C2C1=O)=O)=O